CS(=O)(=O)O.NC1(C(=CC=CC1)C1=CC=CC=C1)C1(CCCCC1)P(C1CCCCC1)C1(C(=C(C=CC1)OC(C)C)C1=CC=CC=C1)OC(C)C 2-amino-1,1-biphenyl-2-yl[2,6-bis(propan-2-yloxy)-[1,1-biphenyl]-2-yl]dicyclohexylphosphane methanesulfonate